methylbis(dodecyl)ammonium tetra(pentafluorophenyl)borate FC1=C(C(=C(C(=C1[B-](C1=C(C(=C(C(=C1F)F)F)F)F)(C1=C(C(=C(C(=C1F)F)F)F)F)C1=C(C(=C(C(=C1F)F)F)F)F)F)F)F)F.C[NH+](CCCCCCCCCCCC)CCCCCCCCCCCC